1-(tert-butyl)-3-(2-chloro-4-(2,5-difluorophenyl)pyridin-3-yl)urea C(C)(C)(C)NC(=O)NC=1C(=NC=CC1C1=C(C=CC(=C1)F)F)Cl